Phenyl(naphthobenzofuranyl)anthracene-d1 C1(=CC=CC=C1)C=1C(=C(C2=CC3=CC=CC=C3C=C2C1)[2H])C1=COC=2C1=CC=C1C2C=CC2=CC=CC=C21